O-methyl-m-coumaric acid COC(\C=C\C1=CC(=CC=C1)O)=O